2-(6-azaspiro[2.5]octan-6-yl)-N-(1-(3,3,3-trifluoropropyl)-1H-pyrazolo[3,4-b]pyridin-6-yl)benzamide C1CC12CCN(CC2)C2=C(C(=O)NC1=CC=C3C(=N1)N(N=C3)CCC(F)(F)F)C=CC=C2